[Ti].[Si] silicon, titanium salt